COC(C1=C(C(=CC=C1)C)Cl)=O.ClC1=C(CC2=NNC(C3=CC=C(C=C23)OC2CCC2)=O)C=CC=C1C(=O)N1CCN(CC1)C1=NC=C(C=N1)C(F)(F)F 4-(2-chloro-3-(4-(5-(trifluoromethyl)pyrimidin-2-yl)piperazine-1-carbonyl)benzyl)-6-cyclobutoxyphthalazin-1(2H)-one Methyl-2-chloro-3-methylbenzoate